tert-butyl (4-((2-methyl-4-(4-(trifluoromethyl)piperidin-1-yl)phenyl)amino)cyclohexyl)carbamate CC1=C(C=CC(=C1)N1CCC(CC1)C(F)(F)F)NC1CCC(CC1)NC(OC(C)(C)C)=O